IC=1C(=CC2=C(C(C=3NC4=CC(=CC=C4C3C2=O)C#N)(C)C)C1)C 8-iodo-6,6,9-trimethyl-11-oxo-6,11-dihydro-5H-benzo[b]carbazole-3-carbonitrile